tetrasodium 4,4'-bis[[4-[bis(2-hydroxyethyl)amino]-6-(4-sulphonatoanilino)-1,3,5-triazin-2-yl]amino]stilbene-2,2'-disulphonate OCCN(C1=NC(=NC(=N1)NC1=CC=C(C=C1)S(=O)(=O)[O-])NC=1C=C(C(=CC1)C=CC=1C(=CC(=CC1)NC1=NC(=NC(=N1)N(CCO)CCO)NC1=CC=C(C=C1)S(=O)(=O)[O-])S(=O)(=O)[O-])S(=O)(=O)[O-])CCO.[Na+].[Na+].[Na+].[Na+]